N(=[N+]=[N-])CC1=C(C=C(C=C1)Cl)Cl 1-(azidomethyl)-2,4-dichlorobenzene